OCCCC1=CC=C(O1)C#N 5-(3-hydroxypropyl)furan-2-carbonitrile